ethyl-indolone C(C)C=1C(N=C2C=CC=CC12)=O